FC(OC1(CCC1)C1=NN=C(O1)C12CC(C1)(C2)C(=O)NC(COC2(CCC2)COC(F)(F)F)=O)(F)F N-[3-[5-[3-cis-(trifluoromethoxy)cyclobutyl]-1,3,4-oxadiazol-2-yl]-1-bicyclo[1.1.1]pentanoyl]-2-[3-cis-(trifluoromethoxymethyl)cyclobutoxy]acetamide